C1=CC=CC=2C3=CC=CC=C3C(C12)COC(=O)NC=1C=CC=C2CCN(CC12)C(=O)C1=C(C=C(C=C1OCC1=CC=CC=C1)CC1=CC=C(C=C1)S(=O)(=O)[O-])CC1=CC=C(C=C1)S(=O)(=O)[O-] 4-(8-((((9H-fluoren-9-yl) methoxy) carbonyl) amino)-1,2,3,4-tetrahydroisoquinoline-2-carbonyl)-5-(benzyloxy)-1,3-phenylenedi(4-toluenesulfonate)